COC=1C=C(C=C(C1)OC)N1C(CN(C(C1)=O)C(C1=CC=C(C=C1)C(F)(F)F)=O)=O (3,5-dimethoxyphenyl)-4-(4-(trifluoromethyl)benzoyl)piperazine-2,5-dione